CNC(=O)C1=CC=C(C=C1)C=1C(=CC(=C2C(C=C(OC12)C1=CC=C(C=C1)OCC1=CC=CC=C1)=O)OC)OC 8-(4-(methylcarbamoyl)phenyl)-2-(4-(benzyloxy)phenyl)-5,7-dimethyloxy-4H-chromen-4-one